6-[bis(2-ethylhexyl)amino]-1,3,5-triazine-2,4-dithiol C(C)C(CN(C1=NC(=NC(=N1)S)S)CC(CCCC)CC)CCCC